(2R,5S)-5-(4-chlorobenzyl)-4-(4-(4,5-dimethyloxazol-2-yl)cyclohexyl)-N,N-dimethylmorpholine-2-carboxamide hydrochloride Cl.ClC1=CC=C(C[C@H]2CO[C@H](CN2C2CCC(CC2)C=2OC(=C(N2)C)C)C(=O)N(C)C)C=C1